FC1=CC=C(OC2=CC=C(C=N2)S(=O)(=O)N2[C@@H]([C@@H]3CC[C@H](C2)N3)C(=O)OC)C=C1 methyl (1S,2S,5R)-3-((6-(4-fluorophenoxy)pyridin-3-yl)sulfonyl)-3,8-diazabicyclo[3.2.1]octane-2-carboxylate